BrC1=CC=C(OC[C@@H]2COC[C@](O2)(C)CC(F)F)C=C1 (2S,6S)-6-((4-bromophenoxy)methyl)-2-(2,2-difluoroethyl)-2-methyl-1,4-dioxane